COC1=NN(C=C1C(=O)NC1=NC(=CC=C1)C=1N2C(=NN1)CC[C@H]2COC)C2=NC=CN=C2 (S)-3-methoxy-N-(6-(5-(methoxymethyl)-6,7-dihydro-5H-pyrrolo[2,1-c][1,2,4]triazol-3-yl)pyridin-2-yl)-1-(pyrazin-2-yl)-1H-pyrazole-4-carboxamide